(R)-tert-butyl 3-((S)-3-(3-(benzyloxy)phenyl)-1-(tert-butoxy)-1-oxopropan-2-yl)pyrrolidine-1-carboxylate C(C1=CC=CC=C1)OC=1C=C(C=CC1)C[C@H](C(=O)OC(C)(C)C)[C@@H]1CN(CC1)C(=O)OC(C)(C)C